[Mn].[Cu].[Co].CC1=C(C(=C(C(=C1CC1=CC(=C(C(=C1)C(C)(C)C)O)C(C)(C)C)C)CC1=CC(=C(C(=C1)C(C)(C)C)O)C(C)(C)C)C)CC1=CC(=C(C(=C1)C(C)(C)C)O)C(C)(C)C 1,3,5-trimethyl-2,4,6-tris(3,5-di-t-butyl-4-hydroxybenzyl)benzene Cobalt-Copper-Manganese